(S)-1-bromo-N-(5-chloro-6-(2H-1,2,3-triazol-2-yl)pyridin-3-yl)-6a,7,8,9-tetrahydropyrido[3,4-e]pyrrolo[1,2-a]pyrazine-5(6H)-carboxamide BrC1=CN=CC=2N(C[C@H]3N(C21)CCC3)C(=O)NC=3C=NC(=C(C3)Cl)N3N=CC=N3